N,N-Diethyl-6-[4-[[2-[2-(3-hydroxyphenyl)ethynyl]phenyl]methyl]piperazin-1-yl]pyridazine-3-carboxamide C(C)N(C(=O)C=1N=NC(=CC1)N1CCN(CC1)CC1=C(C=CC=C1)C#CC1=CC(=CC=C1)O)CC